(2-((2-((1-tert-butyl-1H-pyrazol-4-yl)amino)-5-chloropyrimidin-4-yl)amino)phenyl)dimethylphosphine Oxide C(C)(C)(C)N1N=CC(=C1)NC1=NC=C(C(=N1)NC1=C(C=CC=C1)P(C)(C)=O)Cl